tert-butyl {[5-(5-{1-[(6,7-dimethoxy-2-methylquinazolin-4-yl)amino]ethyl}thiophen-2-yl)furan-2-yl]methyl}carbamate COC=1C=C2C(=NC(=NC2=CC1OC)C)NC(C)C1=CC=C(S1)C1=CC=C(O1)CNC(OC(C)(C)C)=O